ON(C(C(C(=O)N)CC(C)C)=O)C1=CC=C(C=C1)C N-hydroxy-2-isobutyl-N-(p-tolyl)malonamide